(E)-N'-[4-chloro-2-[7-fluoro-2-(oxan-2-yl)indazole-4-carbonyl]naphthalen-1-yl]-N,N-dimethylmethanimidamide ClC1=CC(=C(C2=CC=CC=C12)/N=C/N(C)C)C(=O)C=1C2=CN(N=C2C(=CC1)F)C1OCCCC1